(11S)-hydroxy-hexadecanoic acid OC(C(=O)O)CCCCCCCCCCCCCC